CN1N=NC(=C1C=1C=CC(=NC1)NC([C@H](C1CCC(CC1)C)NC(=O)C=1C(=NOC1)CC)=O)C N-((S)-2-((5-(1,4-dimethyl-1H-1,2,3-triazol-5-yl)pyridin-2-yl)amino)-1-((1r,4S)-4-methylcyclohexyl)-2-oxoethyl)-3-ethylisoxazole-4-carboxamide